3-((2-Chloroquinazolin-4-yl)amino)azetidine-1-carboxylic acid tert-butyl ester C(C)(C)(C)OC(=O)N1CC(C1)NC1=NC(=NC2=CC=CC=C12)Cl